ClC1=CC(=C(C=C1)C1(OC2=C(O1)C=CC=C2C2=CC(=C(CC1=NC3=C(N1CCOC)C=C(C=C3)C=3N=NNN3)C=C2F)F)C)F 2-(4-(2-(4-chloro-2-fluorophenyl)-2-methylbenzo[d][1,3]dioxol-4-yl)-2,5-difluorobenzyl)-1-(2-methoxyethyl)-6-(2H-tetrazol-5-yl)-1H-benzo[d]imidazole